6-(3,4-Difluorophenethyl)-1H-indole FC=1C=C(CCC2=CC=C3C=CNC3=C2)C=CC1F